C(#N)N=C(NC=1C=CC2=C(OCCO2)C1)NCCCN1C=NC(=C1)C 2-cyano(2,3-dihydrobenzo[b][1,4]dioxin-7-yl)-3-(3-(4-methyl-1H-imidazol-1-yl)propyl)guanidine